CN1N=C(C2=CC=C(C=C12)[C@@H]1[C@@H](C[C@@H](CC1)N)O)N1C(NC(CC1)=O)=O 1-[1-methyl-6-[(1R,2R,4R)-4-amino-2-hydroxy-cyclohexyl]indazol-3-yl]hexahydropyrimidine-2,4-dione